2,6-dimethyl-4-[(methylphenyl)methyl]iodobenzene CC1=C(C(=CC(=C1)CC1=C(C=CC=C1)C)C)I